FC=1C=C2C=C(NC2=CC1OCC1=CC(=NO1)C)CNC(C)=O N-((5-fluoro-6-((3-methylisoxazol-5-yl)methoxy)-1H-indol-2-yl)methyl)acetamide